C1(CC1)C=1N=NN(C1)[C@H](C(=O)N1[C@@H](C[C@H](C1)O)C(=O)NC1C(N(CCC1)CC=1N(C=CN1)C)=O)C(C)(C)C (2S,4r)-1-[(2S)-2-(4-cyclopropyl-triazol-1-yl)-3,3-dimethyl-butyryl]-4-hydroxy-N-[1-[(1-methylimidazol-2-yl)methyl]-2-oxo-3-piperidinyl]pyrrolidine-2-carboxamide